(R)-6-amino-9-(1-(but-2-ynyl)pyrrolidin-3-yl)-7-(4-phenoxyphenyl)-7H-purin-8(9H)-one NC1=C2N(C(N(C2=NC=N1)[C@H]1CN(CC1)CC#CC)=O)C1=CC=C(C=C1)OC1=CC=CC=C1